OC1(CC(C1)C(=O)N1CC2(C1)CCC(CC2)OC2=CC=C1C(=N2)N(C=C1)C)C ((1s,3s)-3-Hydroxy-3-methylcyclobutyl)(7-((1-methyl-1H-pyrrolo[2,3-b]pyridin-6-yl)oxy)-2-azaspiro[3.5]nonan-2-yl)methanone